t-butyl-(2,3-dichloro-4-iodophenoxy)dimethylsilane C(C)(C)(C)[Si](C)(C)OC1=C(C(=C(C=C1)I)Cl)Cl